(S)-N-((5-bromopyridin-2-yl)methyl)-1-(pyrimidin-2-yl)ethan-1-amine BrC=1C=CC(=NC1)CN[C@@H](C)C1=NC=CC=N1